ClC1=C(C=CC=C1)C1=CN=CO1 5-(2-chlorophenyl)oxazole